N-(4'-((2-(1,1-difluoroethyl)-6-methylpyrimidin-4-yl)amino)-6-fluoro-[2,3'-bipyridin]-6'-yl)acetamide FC(C)(F)C1=NC(=CC(=N1)NC1=C(C=NC(=C1)NC(C)=O)C1=NC(=CC=C1)F)C